C1N(CC12OCCC2)C=O (5-oxa-2-azaspiro[3.4]oct-2-yl)methanone